tert-butyl (S)-2-((tert-butoxycarbonyl)amino)-5-fluoro-5-methylhexanoate C(C)(C)(C)OC(=O)N[C@H](C(=O)OC(C)(C)C)CCC(C)(C)F